ClC=1C=C(SC1)C=1SC=CN1 (4-chlorothiophene-2-yl)thiazole